5-amino-3-((benzyloxy)methyl)-1-(1-(6-(trifluoromethyl)pyridin-3-yl)ethyl)-1H-pyrazole-4-carboxamide NC1=C(C(=NN1C(C)C=1C=NC(=CC1)C(F)(F)F)COCC1=CC=CC=C1)C(=O)N